Octahydro-1H-pyrrolo[3,2-C]pyridine-1-carboxylic acid tert-butyl ester C(C)(C)(C)OC(=O)N1CCC2CNCCC21